6-fluoro-3,4-dihydro-1,8-naphthyridin-2-amine FC=1C=C2CCC(=NC2=NC1)N